C(C1=CC=CC=C1)C(C(=O)C1=CC=C(C=C1)N1CCOCC1)(CC)N(C)C 2-benzyl-2-(dimethyl-amino)-4'-morpholinobutyrophenone